(1R,3S)-3-(7-methoxy-5-methyl-[1,2,4]triazolo[4,3-a]pyrimidin-3-yl)cyclohexan-1-aminium 2,2,2-trifluoroacetate FC(C(=O)[O-])(F)F.COC1=NC=2N(C(=C1)C)C(=NN2)[C@@H]2C[C@@H](CCC2)[NH3+]